[Si](C)(C)(C(C)(C)C)OC1CC(C1)N1N=CC=C1C(F)(F)F 1-((1r,3r)-3-((tert-butyldimethylsilyl)oxy)cyclobutyl)-5-(trifluoromethyl)-1H-pyrazole